COC1=CC=C(CN(C2=CC(=C(C(=N2)C2=C(C=C3C(=NC(=NC3=C2F)F)N2[C@H](CN(CC2)C(=O)OC(C)(C)C)C)Cl)C(F)(F)F)C)CC2=CC=C(C=C2)OC)C=C1 tert-butyl (3S)-4-(7-(6-(bis(4-methoxybenzyl)amino)-4-methyl-3-(trifluoromethyl)pyridin-2-yl)-6-chloro-2,8-difluoroquinazolin-4-yl)-3-methylpiperazine-1-carboxylate